C(C)(=O)N1CCC(CC1)NCC=1C=CC(=NC1OC)C1=C(C(=NC=C1)C=1C(=C(C=CC1)NC(C1=NC=C(C(=C1)OC)CNC[C@H]1NC(CC1)=O)=O)C)Cl (S)-N-(3-(5-(((1-Acetylpiperidin-4-yl)amino)methyl)-3'-chloro-6-methoxy-[2,4'-bipyridin]-2'-yl)-2-methylphenyl)-4-methoxy-5-((((5-oxopyrrolidin-2-yl)methyl)amino)methyl)picolinamide